OC1=CC=C(CN[C@@H](CC2=CC=C(C=C2)O)C(=O)O)C=C1 p-hydroxybenzyl-(tyrosine)